BrC=1C(=NC(=NC1)Cl)NC1=CC=C(C(=C1P(C)(C)=O)C)C (6-((5-bromo-2-chloropyrimidin-4-yl)amino)-2,3-dimethyl-phenyl)dimethylphosphine oxide